C(C1=CC=CC=C1)SC1=CC=CC(=N1)NC(OC(C)(C)C)=O tert-butyl (6-(benzylthio)pyridin-2-yl)carbamate